1,4-bis(2-oxazoline-2-yl)cyclohexane O1C(=NCC1)C1CCC(CC1)C=1OCCN1